C1(CC1)C(N([S@@](=O)C(C)(C)C)CC)C1=CN=C(C2=CC=CC=C12)OC (S)-N-(cyclopropyl-(1-methoxyisoquinolin-4-yl)methyl)-N-ethyl-2-methylpropan-2-sulfinamide